C(C)OC1(CCC(CC1)C1CC12N(CCC(C2)C(=O)N)C(=O)C2=NNC(=C2)C2=NC=NC(=C2)C)C(F)(F)F ((1r,4S)-4-ethoxy-4-(trifluoromethyl)cyclohexyl)-4-(5-(6-methylpyrimidin-4-yl)-1H-pyrazole-3-carbonyl)-4-azaspiro[2.5]octane-7-carboxamide